Cl.NCCC=1C=C(C=CC1)C=C(C#N)C1=NC=C(C=C1)C(F)(F)F 3-(3-(2-aminoethyl)phenyl)-2-(5-(trifluoromethyl)pyridin-2-yl)acrylonitrile hydrochloride